3-(6-(1-(4-hydroxypiperidine-4-carbonyl)piperidin-4-yl)-1-methyl-1H-indazol-3-yl)piperidine-2,6-dione OC1(CCNCC1)C(=O)N1CCC(CC1)C1=CC=C2C(=NN(C2=C1)C)C1C(NC(CC1)=O)=O